N-[6-(azepan-1-yl)-5-(4-propylpiperazine-1-carbonyl)pyridin-2-yl]cyclopropanecarboxamide N1(CCCCCC1)C1=C(C=CC(=N1)NC(=O)C1CC1)C(=O)N1CCN(CC1)CCC